2-(3-{3-[4-(Bis-pyridin-2-ylmethyl-amino)-butylcarbamoyl]-1-carboxy-propyl}-ureido)-pentanedioic acid N1=C(C=CC=C1)CN(CCCCNC(=O)CCC(C(=O)O)NC(NC(C(=O)O)CCC(=O)O)=O)CC1=NC=CC=C1